(-)-5-(hydroxymethyl)-2-pyrrolidone OCC1CCC(N1)=O